2-bromo-1,3-diformylbenzene BrC1=C(C=CC=C1C=O)C=O